1-(2-chloro-4-nitrophenyl)piperazine ClC1=C(C=CC(=C1)[N+](=O)[O-])N1CCNCC1